C(CCCCCCCCCCCCCCCCC)(=O)NCCC[NH+](C)C N-stearamidopropyl-N,N-dimethylammonium